ClC=1C(=C2C(=NC1)NC(=N2)C2=CC=C(C=C2)N2CCN(CC2)CCOCC)N[C@@H]2CN(CC2)C 6-Chloro-2-{4-[4-(2-ethoxyethyl)piperazin-1-yl]phenyl}-N-[(3S)-1-methylpyrrolidin-3-yl]-3H-imidazo[4,5-b]pyridin-7-amine